FC(OC1CCC(CC1)C1CCC(CC1)CCCCC)(SC)F 4'-(difluoro(methylthio)methoxy)-4-pentylbicyclohexyl